1-(2,5-difluoro-4-((3-fluorobenzyl)oxy)phenyl)pyrrolidin-3-ol FC1=C(C=C(C(=C1)OCC1=CC(=CC=C1)F)F)N1CC(CC1)O